C(C)NC1=NN=NN1 5-Ethylamino-1H-tetrazol